C1=CC(=CC=C1[C@H]2[C@@H](C(=O)C3=C(C=C(C=C3O2)O)O)C4=C(C=C(C5=C4OC(=CC5=O)C6=CC=C(C=C6)O)O)O)O The molecule is a natural product found in Rheedia edulis and Garcinia livingstonei. It has a role as a plant metabolite. It is a biflavonoid, a hydroxyflavanone and a hydroxyflavone.